COC1=C(C(=CC(=C1)C)OC)OC 1,2,3-trimethoxy-5-methylbenzene